tert-butyl N-[(S)-{3-[3-(4-cyano-2-methoxyphenoxy)-6-(2,2-difluorocyclopropyl)-5-methylpyridazine-4-amido]phenyl}(methyl)oxo-λ6-sulfanylidene]carbamate C(#N)C1=CC(=C(OC=2N=NC(=C(C2C(=O)NC=2C=C(C=CC2)[S@@](=NC(OC(C)(C)C)=O)(=O)C)C)C2C(C2)(F)F)C=C1)OC